1-[3-Chloro-4-(3,3-dimethyl-butyl)-phenyl]-ethanone ClC=1C=C(C=CC1CCC(C)(C)C)C(C)=O